tripotassium phosphate-monohydrate O.P(=O)([O-])([O-])[O-].[K+].[K+].[K+]